N1(N=CC=C1)C=1C=C(C(=O)O)C=CN1 2-(1H-pyrazol-1-yl)isonicotinic acid